C1=C(C=CC2=CC=CC=C12)S(=O)(=O)[O-] 2-naphthalenesulphonate